CN(/C=C/C(C(C)(C)NC(OC(C)(C)C)=O)=O)C Tert-butyl (E)-(5-(dimethylamino)-2-methyl-3-oxopent-4-en-2-yl)carbamate